C12COCCC2(C1)C=1C=C2C(=CN=NC2=CC1)N[C@H](C)C1=C(C(=CC=C1)C(F)F)F 6-(3-Oxabicyclo[4.1.0]heptan-6-yl)-N-((R)-1-(3-(difluoromethyl)-2-fluorophenyl)ethyl)cinnolin-4-amine